C1(=CC=CC=C1)C1=CN=C(O1)CCC(=O)O 3-(5-phenyl-1,3-oxazol-2-yl)propanoic acid